bis(2,3-dimercaptopropylthio) ether SC(CSOSCC(CS)S)CS